6-(1-((2,3-dihydrobenzo[b][1,4]dioxin-6-yl)sulfonyl)piperidin-4-yl)-7-methyl-[1,2,4]triazolo[1,5-b]pyridazine O1C2=C(OCC1)C=C(C=C2)S(=O)(=O)N2CCC(CC2)C=2C(=CC=1N(N2)N=CN1)C